S1C(=NC2=C1C=CC=C2)CCCC=O 4-(benzo[d]thiazol-2-yl)butan-1-one